C(C)(C)(C)OC([C@H](CC=1SC=C(N1)C=1OC(=C(N1)C=1SC=C(N1)C(=O)OCC)C)NC(=O)OC(C)(C)C)=O ethyl (S)-2-(2-(2-(3-(tert-butoxy)-2-((tert-butoxycarbonyl)amino)-3-oxopropyl)thiazol-4-yl)-5-meth-yloxazol-4-yl)thiazol-4-carboxylate